3-(N-(2-(5-chlorothiophen-2-yl)-5-(isothiazol-5-yl)phenyl)sulfamoyl)-4-cyclopropylbenzoic acid ClC1=CC=C(S1)C1=C(C=C(C=C1)C1=CC=NS1)NS(=O)(=O)C=1C=C(C(=O)O)C=CC1C1CC1